OC(C[C@@H]1N(C(OC1)(C)C)C(=O)OC(C)(C)C)C[N+](=O)[O-] tert-butyl (4S)-4-(2-hydroxy-3-nitropropyl)-2,2-dimethyloxazolidine-3-carboxylate